N-methyl-2-((2-((4-(((3-(1-propionylpiperidin-3-yl)phenyl)amino)methyl)phenyl)amino)-5-(trifluoromethyl)pyrimidin-4-yl)amino)benzamide CNC(C1=C(C=CC=C1)NC1=NC(=NC=C1C(F)(F)F)NC1=CC=C(C=C1)CNC1=CC(=CC=C1)C1CN(CCC1)C(CC)=O)=O